N4,N4-diethyl-2-methyl-2H-indazole-4,7-dicarboxamide C(C)N(C(=O)C=1C2=CN(N=C2C(=CC1)C(=O)N)C)CC